O=C1NC2=CC=C(C=C2C12CCN(CC2)CCOC=2C=C1CCNCC1=CC2)C#N 2-oxo-1'-[2-(1,2,3,4-tetrahydroisoquinolin-6-yloxy)ethyl]-1,2-dihydrospiro[indole-3,4'-piperidine]-5-carbonitrile